ClCC(=O)N1C(CN(CC1)C1=NC(=NC(=N1)N[C@@H](CCO)C1=C(C=CC=C1)Cl)NC)C(=O)NCC1C(NCC1)=O 1-(2-Chloroacetyl)-4-(4-(((S)-1-(2-chlorophenyl)-3-hydroxypropyl)amino)-6-(methylamino)-1,3,5-triazin-2-yl)-N-((2-oxopyrrolidin-3-yl)methyl)piperazine-2-carboxamide